2-isopropyl-5-methylcyclohexancarboxamid C(C)(C)C1C(CC(CC1)C)C(=O)N